FC(C=C)(C(C(C(C(C(F)(F)F)(F)F)(F)F)(F)F)(F)F)F 3,3,4,4,5,5,6,6,7,7,8,8,8-Tridecafluorooct-1-ene